5-Fluoro-6-(2-methoxyethoxy)-3-(3-{4-[2-(morpholin-4-yl)ethoxy]phenyl}-1,2-oxazol-5-yl)-1H-indazol FC=1C=C2C(=NNC2=CC1OCCOC)C1=CC(=NO1)C1=CC=C(C=C1)OCCN1CCOCC1